C(CCCC=C)OB(O)O 5-hexenyl-boric acid